FC1(CN([C@@H]([C@@H](O1)C)C([2H])([2H])NC1=NC=C(C=C1)C(F)(F)F)C(=O)OC(C)(C)C)F tert-Butyl (5R,6S)-2,2-difluoro-6-methyl-5-(((5-(trifluoromethyl)pyridin-2-yl)amino)methyl-d2)morpholine-4-carboxylate